rac-benzyl (3R,4R)-3-(4-chlorophenyl)-4-fluoro-3-((4-(trifluoromethoxy)phenyl)sulfonamido)pyrrolidine-1-carboxylate ClC1=CC=C(C=C1)[C@]1(CN(C[C@H]1F)C(=O)OCC1=CC=CC=C1)NS(=O)(=O)C1=CC=C(C=C1)OC(F)(F)F |r|